FC(S(=O)(=O)[O-])(F)F.[In+3].FC(S(=O)(=O)[O-])(F)F.FC(S(=O)(=O)[O-])(F)F indium(3+) trifluoromethanesulfonate